(9H-fluoren-9-yl)methyl ((R)-1-(((R)-1-(3-benzyl-1,2,4-oxadiazol-5-yl)-5-((tert-butoxycarbonyl)amino)pentyl)amino)-3-(4-hydroxy-2,6-dimethylphenyl)-1-oxopropan-2-yl)carbamate C(C1=CC=CC=C1)C1=NOC(=N1)[C@@H](CCCCNC(=O)OC(C)(C)C)NC([C@@H](CC1=C(C=C(C=C1C)O)C)NC(OCC1C2=CC=CC=C2C=2C=CC=CC12)=O)=O